tert-butyl 2-(1-ethyl-7-oxo-3-((4-(trifluoromethyl)phenyl)amino)-1,7-dihydro-6H-pyrazolo[4,3-d]pyrimidin-6-yl)acetate C(C)N1N=C(C=2N=CN(C(C21)=O)CC(=O)OC(C)(C)C)NC2=CC=C(C=C2)C(F)(F)F